C(C)SC=1C(=NC=C(C1)OCOC)C(=O)NC1=C(C=CC(=C1)SC(F)(F)F)O 3-ethylsulfanyl-5-(methoxymethoxy)-N-(2-hydroxy-5-(trifluoromethylthio)phenyl)-2-pyridinecarboxylic acid amide